N-([2,3'-bipyridin]-6'-yl)-1-methylpiperidine-4-carboxamide N1=C(C=CC=C1)C=1C=NC(=CC1)NC(=O)C1CCN(CC1)C